ClC=1C=CC(=C(C1)CC(=O)NC1=CC(=NC=C1)C(=O)NC(C)C)O 4-[[2-(5-chloro-2-hydroxy-phenyl)acetyl]amino]-N-isopropyl-pyridine-2-carboxamide